C(CC)(=O)NC1CCN(CC1)C(=O)NC1=CC=C(C=C1)C(F)(F)F 4-Propanamido-N-[4-(trifluoromethyl)phenyl]piperidine-1-carboxamide